BrC1=C(C(=C(C=C1)F)[N+](=O)[O-])Cl 1-bromo-2-chloro-4-fluoro-3-nitrobenzene